N[C@H]1CN(C[C@@H](C1)F)C(=O)C1=CC2=C(N(C(=N2)C=2N(C3=CC(=CC=C3C2)C=2C=C3C(=CN=NC3=CC2)O)CC2CC2)C)C(=C1)OC 6-(2-{5-[(3R,5R)-3-amino-5-fluoropiperidine-1-carbonyl]-7-methoxy-1-methyl-1H-1,3-benzodiazol-2-yl}-1-(cyclopropylmethyl)-1H-indol-6-yl)cinnolin-4-ol